1-[5-tert-butyl-2-p-tolyl-2H-pyrazol-3-yl]-3-[4-(3-(furan-2-ylcarbonyloxy)propan-1-yl)naphthalen-1-yl]-urea C(C)(C)(C)C=1C=C(N(N1)C1=CC=C(C=C1)C)NC(=O)NC1=CC=C(C2=CC=CC=C12)CCCOC(=O)C=1OC=CC1